porphyrin phosphorus [P].C12=CC=C(N1)C=C1C=CC(=N1)C=C1C=CC(N1)=CC=1C=CC(N1)=C2